OC1(CCN(CC1)C(=O)OC(C)(C)C)CCCO tert-Butyl 4-hydroxy-4-(3-hydroxypropyl)piperidine-1-carboxylate